N-(4-((3S,4R)-3-fluoro-4-(methoxy-d3)piperidin-1-yl)-1,3,5-triazin-2-yl)-5-isopropyl-8-((2R,3S)-2-methyl-3-((methanesulfonyl)methyl)azetidin-1-yl)isoquinolin-3-amine F[C@H]1CN(CC[C@H]1OC([2H])([2H])[2H])C1=NC(=NC=N1)NC=1N=CC2=C(C=CC(=C2C1)C(C)C)N1[C@@H]([C@H](C1)CS(=O)(=O)C)C